6-chloro-4-methyl-3-(1-(4-nitro-1H-pyrazol-1-yl)ethyl)pyridazine ClC1=CC(=C(N=N1)C(C)N1N=CC(=C1)[N+](=O)[O-])C